CC1=C(C=C(C(=C1)OC(CCCCCCCCCCCCCC)=S)C(C)(C)C)SC1=C(C=C(C(=C1)C(C)(C)C)OC(CCCCCCCCCCCCCC)=S)C bis[2-methyl-4-(3-n-dodecylthiopropionyl-oxy)-5-t-butylphenyl] sulfide